(Z)-1,3-dimethyl-2-phenoxy-1,3,4,5,8,9-hexahydro-1,3,2-diazaphosphonine 2-oxide CN1P(N(CC\C=C/CC1)C)(OC1=CC=CC=C1)=O